(3S)-3-{4-[7-(aminocarbonyl)-2H-indazol-2-yl]phenyl}piperidinium 4-methylbenzenesulfonate CC1=CC=C(C=C1)S(=O)(=O)[O-].NC(=O)C1=CC=CC2=CN(N=C12)C1=CC=C(C=C1)[C@H]1C[NH2+]CCC1